6-p-bromophenyl-4-(t-butyldimethylsilyl)-1-hexen-5-yn-4-ol BrC1=CC=C(C=C1)C#CC(CC=C)(O)[Si](C)(C)C(C)(C)C